COC1=NC=C(C(=C1C1=CC=CC=C1)NCC1=NC=C(C=C1)SC)[N+](=O)[O-] 2-methoxy-N-((5-(methylthio)pyridin-2-yl)methyl)-5-nitro-3-phenylpyridin-4-amine